ClC1=NN2C(C(NC3=C2N=CC(=C3)CN3C[C@H]2N(C4=C(OC2)N=C(C=C4)C(=O)NC)CC3)=O)=C1 (R)-3-((2-chloro-4-oxo-4,5-dihydropyrazolo[1,5-a]pyrido[3,2-e]pyrazin-7-yl)methyl)-N-methyl-1,2,3,4,4a,5-hexahydropyrazino[1,2-d]pyrido[2,3-b][1,4]oxazine-8-carboxamide